2-((14-cyclobutyltetradec-13-yn-1-yl)thio)ethyl hydrogen ((((R)-1-(6-amino-9H-purin-9-yl)propan-2-yl)oxy)methyl)phosphonate NC1=C2N=CN(C2=NC=N1)C[C@@H](C)OCP(OCCSCCCCCCCCCCCCC#CC1CCC1)(O)=O